ClC1=C(C=CC=C1)C(C)NC1=NC=C(C=N1)C1=NOC(=N1)C(F)(F)F N-[1-(2-chlorophenyl)ethyl]-5-[5-(trifluoromethyl)-1,2,4-oxadiazol-3-yl]pyrimidin-2-amine